C1(N(C=CC2=CC=CC=C12)C1=CN=CC2=CC=CC=C12)=O 1H-[2,4'-biisoquinolin]-1-one